nickel bipyridine diiodide [I-].[I-].N1=C(C=CC=C1)C1=NC=CC=C1.[Ni+2]